C(#N)C[C@H]1N(CC[C@@H](C1)N1N=NC=2C(=NC=3C(=C(C(=CC3C21)Cl)C2=C(C(=CC=C2)Cl)Cl)Cl)OC[C@H]2N(CCC2)C)C(=O)OC(C)(C)C tert-butyl (2S,4S)-2-(cyanomethyl)-4-(6,8-dichloro-7-(2,3-dichlorophenyl)-4-(((S)-1-methylpyrrolidin-2-yl)methoxy)-1H-[1,2,3]triazolo[4,5-c]quinolin-1-yl)piperidine-1-carboxylate